1-(1,2-dimethyl-3-methylenecyclopentyl)-2-methoxy-4-methylbenzene CC1(C(C(CC1)=C)C)C1=C(C=C(C=C1)C)OC